OC1=C(C(=O)NC2=CC=C(C=C2)C(\C=C\C2=CC=C(C=C2)N(CCC)C)=O)C=CC=C1 2-Hydroxy-N-[4-[(E)-3-[4-[methyl(propyl)amino]phenyl]prop-2-enoyl]phenyl]benzamide